COC=1C(=NN(C1)C)B1OC(C(O1)(C)C)(C)C 4-methoxy-1-methyl-3-(4,4,5,5-tetramethyl-1,3,2-dioxaborolan-2-yl)-1H-pyrazole